The molecule is an inositol C20 phosphodihydroceramide(1-) in which the N-acyl group is specified as icosanoyl; major species at pH 7.3. It is an inositol C20 phosphodihydroceramide(1-) and an Ins-1-P-Cer-A 40:0(1-). CCCCCCCCCCCCCCCCCCCC(=O)N[C@@H](COP(=O)([O-])OC1[C@@H]([C@H](C([C@H]([C@H]1O)O)O)O)O)[C@@H](CCCCCCCCCCCCCCCCC)O